3-chloro-5-((1-((5-(2,5-difluorophenyl)-6-oxo-1,6-dihydropyridazin-3-yl)methyl)-6-oxo-4-(trifluoromethyl)-1,6-dihydropyrimidin-5-yl)oxy)benzonitrile ClC=1C=C(C#N)C=C(C1)OC1=C(N=CN(C1=O)CC1=NNC(C(=C1)C1=C(C=CC(=C1)F)F)=O)C(F)(F)F